ethyl 3,5-dimethyl-1-phenyl-1H-pyrrole-2-carboxylate CC1=C(N(C(=C1)C)C1=CC=CC=C1)C(=O)OCC